2-[(3,4-difluorophenyl)methoxycarbonylamino]-4-[2-methoxyethyl-[4-(5,6,7,8-tetrahydro-1,8-naphthyridin-2-yl)butyl]amino]butanoic acid FC=1C=C(C=CC1F)COC(=O)NC(C(=O)O)CCN(CCCCC1=NC=2NCCCC2C=C1)CCOC